6-chloro-7-cyclopropyl-3-[2-(methoxymethoxy)phenyl]cinnoline ClC=1C=C2C=C(N=NC2=CC1C1CC1)C1=C(C=CC=C1)OCOC